(1r,4r)-4-((3-(2-chloro-4-(5-fluoro-2-methoxyphenoxy)benzoyl)-1H-pyrrolo[2,3-b]pyridin-4-yl)amino)cyclohexane-1-carboxylic acid ClC1=C(C(=O)C2=CNC3=NC=CC(=C32)NC3CCC(CC3)C(=O)O)C=CC(=C1)OC1=C(C=CC(=C1)F)OC